(S)-1-((S)-3-(4-bromothiazol-2-yl)-2-((tert-butoxycarbonyl)amino)propanoyl)hexahydropyridazine-3-carboxylic acid methyl ester COC(=O)[C@H]1NN(CCC1)C([C@H](CC=1SC=C(N1)Br)NC(=O)OC(C)(C)C)=O